BrC=1C=2N(C(=CC1)C(C(F)F)(C(F)F)O)N=CN2 2-(8-Bromo-[1,2,4]triazolo[1,5-a]pyridin-5-yl)-1,1,3,3-tetrafluoropropan-2-ol